CN(CC(=O)NCCNC(=O)C1=CC2=C(N(C(=N2)NC=2OC3=C(N2)C=CC(=C3)C(F)(F)F)C)C=C1)C N-(2-(2-(dimethyl-amino)acetamido)ethyl)-1-methyl-2-((6-(trifluoro-methyl)benzo[d]oxazol-2-yl)amino)-1H-benzo-[d]imidazole-5-carboxamide